1-ethyl-5-methylindoline-2,3-dione C(C)N1C(C(C2=CC(=CC=C12)C)=O)=O